C(C)OC=1C=CC=NC1OCC=1C=NC(=CC1)C(F)(F)F 5-ethoxy-6-((6-(trifluoromethyl)pyridin-3-yl)methoxy)pyridin